1,1-dibutylpyrrolidinium bis(pentafluoroethanesulfonyl)imide [N-](S(=O)(=O)C(F)(F)C(F)(F)F)S(=O)(=O)C(F)(F)C(F)(F)F.C(CCC)[N+]1(CCCC1)CCCC